(3S,4S)-3-fluorooxan-4-amine hydrochloride Cl.F[C@@H]1COCC[C@@H]1N